C(C)(CC)C1=CC=C(C=C)C=C1 p-sec-butylstyrene